(2R,4R)-4-amino-N1-(4-chlorophenyl)-N2-(5-(1-(3-cyanophenyl)-3-cyclopropyl-1-((R)-1,1-dimethylethylsulphinamido)propyl)-2-fluorophenyl)pyrrolidine-1,2-dicarboxamide N[C@@H]1C[C@@H](N(C1)C(=O)NC1=CC=C(C=C1)Cl)C(=O)NC1=C(C=CC(=C1)C(CCC1CC1)(N[S@](=O)C(C)(C)C)C1=CC(=CC=C1)C#N)F